1,2-bis(diphenylphosphino)ferrocene C1(=CC=CC=C1)P([C-]1C(=CC=C1)P(C1=CC=CC=C1)C1=CC=CC=C1)C1=CC=CC=C1.[CH-]1C=CC=C1.[Fe+2]